ClC1=NN(C2=CC=C(C=C12)COC1=CC=C2C=C(COC2=C1)CN(C)CC(=O)OCC)C(C)C Ethyl {[7-(3-chloro-1-isopropyl-1H-indazol-5-ylmethoxy)-2H-chromen-3-ylmethyl]-methyl-amino}-acetate